(9e,11z)-1,1-diethoxy-9,11-hexadecadiene C(C)OC(CCCCCCC\C=C\C=C/CCCC)OCC